BrC1=C(C(=O)OC)C=C(C(=C1)C(F)F)F methyl 2-bromo-4-(difluoromethyl)-5-fluorobenzoate